Monofluoroketone FC(=O)F